4,6,6,7,8,8-Hexamethyl-1,3,4,6,7,8-hexahydrocyclopenta[g]isochromen CC1COCC2=CC3=C(C=C12)C(C(C3(C)C)C)(C)C